3-cyclopropyl-5-(3-(2-methoxyphenyl)-4-thiazolinonyl)-N-(4-phenylbutyl)benzamide C1(CC1)C=1C=C(C(=O)NCCCCC2=CC=CC=C2)C=C(C1)C=1N(C(SC1)=O)C1=C(C=CC=C1)OC